FC(C=1C=C(C(=O)NC=2C=C(C=CC2N2CCN(CC2)C)N2N=NC(=C2)C(=O)NCCCN2CCOCC2)C=C(C1)C(F)(F)F)(F)F 1-(3-(3,5-bis(trifluoromethyl)benzamido)-4-(4-methylpiperazin-1-yl)phenyl)-N-(3-morpholinopropyl)-1H-1,2,3-triazole-4-carboxamide